6-Fluoro-3-(3-fluorophenyl)-4H-chromen-4-one FC=1C=C2C(C(=COC2=CC1)C1=CC(=CC=C1)F)=O